C(C)(C)C1=C(CC=2C(=NC(=NC2)N)NC2CCN(CC2)C)C=C(C(=C1)OC)OC 5-(2-Isopropyl-4,5-dimethoxy-benzyl)-N*4*-(1-methyl-piperidin-4-yl)-pyrimidine-2,4-diamine